S(=O)(=O)([O-])[O-].[NH4+].[NH4+] Ammonium sulphate